3-(2-chlorophenoxy)-2,2-difluoro-N-(1-methylpiperidin-4-yl)propionamide ClC1=C(OCC(C(=O)NC2CCN(CC2)C)(F)F)C=CC=C1